OC(C(=O)O)C(CC(=O)O)C hydroxyl-3-methyl-glutaric acid